ClC1=C(OC2=CC=C(C=C2)NC(OCC=2C(=C3C(N(CC3=CC2)C2C(NC(CC2)=O)=O)=O)OC2CCC2)=O)C=CC(=C1)F [4-cyclobutoxy-2-(2,6-dioxopiperidin-3-yl)-3-oxo-2,3-dihydro-1H-isoindol-5-yl]methyl N-[4-(2-chloro-4-fluorophenoxy)phenyl]carbamate